3-(5-((4-(2,3-difluorophenyl)piperazin-1-yl)methyl)-1-oxoisoindolin-2-yl)piperidine-2,6-dione FC1=C(C=CC=C1F)N1CCN(CC1)CC=1C=C2CN(C(C2=CC1)=O)C1C(NC(CC1)=O)=O